IC1=C(C2=C3C=CC=CC3=CC=C2C2=CC=CC=C12)C=1C2=C3C=CC=CC3=CC=C2C2=CC=CC=C2C1I 6,6'-diiodo-[5,5'-bichrysene]